Cl.ClC1=CC=C(C=C1)CCCOCCCN1CCCCC1 1-[3-[3-(4-Chlorophenyl)propoxy]propyl]-piperidine hydrochloride